FC1(C(CCC1)OC1=C(C=C(C=C1)NC(=O)C=1N=C(OC1CC(F)(F)F)N1CC(OCC1)(C)C)F)F N-{4-[(2,2-difluorocyclopentyl)oxy]-3-fluorophenyl}-2-(2,2-dimethylmorpholin-4-yl)-5-(2,2,2-trifluoroethyl)-1,3-oxazole-4-carboxamide